tert-butyl 7-(2-iminothiazol-3(2H)-yl)-3,4-dihydroisoquinoline-2(1H)-carboxylate N=C1SC=CN1C1=CC=C2CCN(CC2=C1)C(=O)OC(C)(C)C